6-(1-methylpiperidin-4-yl)-4-oxo-4,5-dihydropyrazolo[1,5-a]pyrazin CN1CCC(CC1)C=1NC(C=2N(C1)N=CC2)=O